CS(=O)(=O)ONC1=C(C=CC=C1)COC [2-methoxymethyl-anilino] methanesulfonate